O[C@@H](CNC(O[C@@H]1CC[C@H](CC1)C(N(C[C@@H]1CC[C@H](CC1)C1=NC(=C(C=C1)OC)C)C1=NC=CC(=C1)C=1N=C(OC1)C1CC1)=O)=O)CO trans-4-((4-(2-Cyclopropyloxazol-4-yl) pyridine-2-yl)((trans-4-(5-methoxy-6-methylpyridin-2-yl)cyclohexyl)methyl) carbamoyl)cyclohexyl ((S)-2,3-dihydroxypropyl)carbamate